(R)-4-(7-(3,5-dimethyl-1H-pyrazol-4-yl)-2-(1H-Indol-4-yl)thieno[3,2-d]pyrimidin-4-yl)-3-methylmorpholine CC1=NNC(=C1C1=CSC2=C1N=C(N=C2N2[C@@H](COCC2)C)C2=C1C=CNC1=CC=C2)C